4,7-dimethyl-2-hydroxy-1,10-phenanthroline CC1=CC(=NC2=C3N=CC=C(C3=CC=C12)C)O